(3S,4S)-3-methyl-2-oxa-8-azaspiro[4.5]decane-4-amine C[C@@H]1OCC2([C@@H]1N)CCNCC2